tert-butyl (3S,4R)-4-acetamido-3-fluoropiperidine-1-carboxylate C(C)(=O)N[C@H]1[C@H](CN(CC1)C(=O)OC(C)(C)C)F